(R)-N'-((3-fluoro-6-(2-methoxypyridin-4-yl)-2-methylphenyl)carbamoyl)-2,2-dimethyl-2,3-dihydropyrazolo[5,1-b]oxazole-7-sulfonimidamide FC=1C(=C(C(=CC1)C1=CC(=NC=C1)OC)NC(=O)N=[S@](=O)(N)C=1C=NN2C1OC(C2)(C)C)C